N1CC(C1)OC1=CC=C(OC2=C(C=C(C=C2)C(C)(C)O)C=2C3=C(C(N(C2)C)=O)N(C=C3)S(=O)(=O)C3=CC=C(C=C3)C)C=C1 4-[2-[4-(azetidin-3-yloxy)phenoxy]-5-(1-hydroxy-1-methyl-ethyl)phenyl]-6-methyl-1-(p-tolylsulfonyl)pyrrolo[2,3-c]pyridin-7-one